NC1=C(C=C(C#N)C=C1C(=O)N1CCOCC1)C 4-amino-3-methyl-5-(morpholine-4-carbonyl)benzonitrile